2-(1-(2-(1,3,4-oxadiazol-2-yl)-5-oxa-2-azaspiro[3.4]octan-7-yl)piperidin-4-yl)-4-fluorophenol O1C(=NN=C1)N1CC2(C1)OCC(C2)N2CCC(CC2)C2=C(C=CC(=C2)F)O